4-hydroxy-N-{(1R)-2-hydroxy-1-[4-(4-methyl-1,3-oxazol-5-yl)phenyl]ethyl}-L-prolinamide OC1C[C@H](NC1)C(=O)N[C@@H](CO)C1=CC=C(C=C1)C1=C(N=CO1)C